6-[5-[2-[[6-(1-acetylazetidin-3-yl)oxy-4-fluoro-2,3-dihydro-1H-inden-2-yl]methylamino]ethyl]-2-oxo-1,3-oxazolidin-3-yl]-4H-pyrazino[2,3-b][1,4]oxazin-3-one C(C)(=O)N1CC(C1)OC1=CC(=C2CC(CC2=C1)CNCCC1CN(C(O1)=O)C1=NC2=C(OCC(N2)=O)N=C1)F